C(\C=C/CO)O Cis-but-2-ene-1,4-diol